C(CCC)C1C2CCC(C1(CO)CO)C2 2-butyl-3,3-norbornanedimethanol